CN(CCNCC1=CC(=CC=C1)CN)C N-(2-dimethylaminoethyl)-1,3-bis(aminomethyl)benzene